2-fluorobenzohydrazide hydrate O.FC1=C(C(=O)NN)C=CC=C1